C(C)OC(C)=O.CC(C)(C)[S@@](=O)N[C@H](C)C1=CC(=CC(=C1)C(F)(F)F)[N+](=O)[O-] (R)-2-methyl-N-((R)-1-(3-nitro-5-(trifluoromethyl)phenyl)ethyl)propane-2-sulfinamide Ethyl-Acetate